FC(C(=O)NC12CC(C1)(C2)C(=O)C2=CC1=C(OCO1)C=C2[N+](=O)[O-])(F)F 2,2,2-trifluoro-N-(3-(6-nitrobenzo[d][1,3]dioxole-5-carbonyl)bicyclo[1.1.1]pentan-1-yl)acetamide